fluoro-guanosine-3'-phosphorothioate P(O)(O)(=S)O[C@H]1[C@H]([C@@](O[C@@H]1CO)(N1C=NC=2C(=O)NC(N)=NC12)F)O